2-(2-hydroxybutyl)isoindoline-1,3-dione OC(CN1C(C2=CC=CC=C2C1=O)=O)CC